1-(4-{4-[(oxan-2-ylmethyl)carbamoyl]-1H-1,2,3-triazol-1-yl}butyl)-N-{[4-(trifluoromethyl)pyridin-2-yl]methyl}-1H-1,2,3-triazole-4-carboxamide O1C(CCCC1)CNC(=O)C=1N=NN(C1)CCCCN1N=NC(=C1)C(=O)NCC1=NC=CC(=C1)C(F)(F)F